methyl 2-bromo-4-methylbenzoate BrC1=C(C(=O)OC)C=CC(=C1)C